FC(CN(C)CC1=CC=C(C=C1)[S@](=O)(N)=NC(NC1=C2CCCC2=CC=2CCCC12)=O)F |o1:12| (S) or (R)-4-(((2,2-difluoroethyl)(methyl)amino)methyl)-N'-((1,2,3,5,6,7-hexahydro-s-indacen-4-yl)carbamoyl)benzenesulfonimidamide